3-(5-{[(5-Chlorothiophen-2-yl)methyl]sulfanyl}-4-cyano-1-(furan-2-carbonyl)-1H-pyrazol-3-yl)-4-methyl-1-(morpholin-4-carbonyl)pyrrolidin ClC1=CC=C(S1)CSC1=C(C(=NN1C(=O)C=1OC=CC1)C1CN(CC1C)C(=O)N1CCOCC1)C#N